(±)-1-benzyl-5,5'-dimethyl-1,2,5,6-tetrahydro-3,3'-bipyridine C(C1=CC=CC=C1)N1CC(=C[C@H](C1)C)C=1C=NC=C(C1)C |r|